F[C@H]1CN(CC[C@H]1NC=1C=2N(C=CC1)C(=C(N2)C#C[C@H](O)C2=CC=CC=C2)CC(F)(F)F)C (1R)-3-(8-{[(3S,4R)-3-fluoro-1-methylpiperidin-4-yl]amino}-3-(2,2,2-trifluoroethyl)imidazo[1,2-a]pyridin-2-yl)-1-phenylprop-2-yn-1-ol